CC1([C@]2(C(C[C@H]1CC2)=O)CS(=O)(=O)OC2=C(C=C(C(=C2)O[C@H]2CCC1=C(C=CC=C21)Br)Cl)C=O)C 5-(((S)-4-bromo-2,3-dihydro-1H-inden-1-yl)oxy)-4-chloro-2-formylphenyl ((1R,4R)-7,7-dimethyl-2-oxobicyclo[2.2.1]heptan-1-yl)methanesulfonate